(E)-2-(4-(trifluoromethyl)styryl)-6-azaspiro[3.4]octane 2,2,2-trifluoroacetate FC(C(=O)O)(F)F.FC(C1=CC=C(/C=C/C2CC3(C2)CNCC3)C=C1)(F)F